N-(5-((6-((R)-3-(3-chloro-2-fluorophenyl)isoxazolidine-2-yl)pyrimidine-4-yl)amino)-2-(4-((2S,5S)-4-cyclopropyl-2,5-dimethylpiperazine-1-yl)piperidine-1-yl)-4-methoxyphenyl)acrylamide ClC=1C(=C(C=CC1)[C@@H]1N(OCC1)C1=CC(=NC=N1)NC=1C(=CC(=C(C1)NC(C=C)=O)N1CCC(CC1)N1[C@H](CN([C@H](C1)C)C1CC1)C)OC)F